COCC=1C=C(C=CC1NCS(=O)(=O)[O-])\N=N\C1=CC=C(C=C1)S(=O)(=O)O 4-[(E)-[3-(methoxymethyl)-4-(sulfonatomethylamino)phenyl]azo]benzenesulfonic acid